BrCC1=C(OC2=CC=C(C=C2)NC(=O)NC2=CC(=CC=C2)[N+](=O)[O-])C=CC=C1 N-(4-(2-(bromomethyl)phenoxy)phenyl)-N'-(3-nitrophenyl)urea